(2S,4R)-N-(2-(2-chlorophenyl)cyclopropyl)-4-fluoropyrrolidine-2-carboxamide hydrochloride Cl.ClC1=C(C=CC=C1)C1C(C1)NC(=O)[C@H]1NC[C@@H](C1)F